Oleyllactat C(CCCCCCC\C=C/CCCCCCCC)OC(C(O)C)=O